C(C=C)(=O)O.C(C=C)(=O)O.NC(=O)N urea diacrylate